CC1C(N(CCC1)C(=O)C=1N=C(SC1)C=1C=NN(C1)C1=CC=CC=C1)CN 1-{3-methyl-1-[2-(1-phenyl-1H-pyrazol-4-yl)-1,3-thiazole-4-carbonyl]piperidin-2-yl}methanamine